benzoyl(tris(4-tert-butylphenyl))silane C(C1=CC=CC=C1)(=O)[Si](C1=CC=C(C=C1)C(C)(C)C)(C1=CC=C(C=C1)C(C)(C)C)C1=CC=C(C=C1)C(C)(C)C